tert-Butyl N-[5-[[2-[(2R,5S)-2-(6-amino-3-pyridyl)-5-methyl-1-piperidyl]-2-oxo-acetyl]amino]-3-ethyl-2-pyridyl]carbamate NC1=CC=C(C=N1)[C@@H]1N(C[C@H](CC1)C)C(C(=O)NC=1C=C(C(=NC1)NC(OC(C)(C)C)=O)CC)=O